C(#N)C1=C(C(=C(C(=C1)C(C)C)NC(=O)N=S(=O)(N)C1=CN=C(S1)C(C)(C)O)C(C)C)F N'-(4-cyano-3-fluoro-2,6-diisopropylphenylcarbamoyl)-2-(2-hydroxypropan-2-yl)thiazole-5-sulfonimidamide